C(C)(C)C1=C(NC2=CC=C(C=C12)C(C(=O)NC1CN2CCC1CC2)C)C2=CC(=NC=C2)C 2-(3-isopropyl-2-(2-methylpyridin-4-yl)-1H-indol-5-yl)-N-(quinuclidin-3-yl)propionamide